penta(methyl-vinyl)cyclopentasiloxane CC=C[SiH]1O[SiH](O[SiH](O[SiH](O[SiH](O1)C=CC)C=CC)C=CC)C=CC